C(CCCCC)C=1C=C(N)C=CC1 m-Hexylanilin